CC1=C(C(=CC(=C1)C)OC(C(C)(C)C)=O)C(CC(=O)OC[C@]1(O[C@H](C[C@@H]1O)N1C2=NC(=NC(=C2N=C1)N)F)C#C)(C)C ((2R,3S,5R)-5-(6-amino-2-fluoro-9H-purin-9-yl)-2-ethynyl-3-hydroxytetrahydrofuran-2-yl)methyl 3-(2,4-dimethyl-6-(pivaloyloxy)phenyl)-3-methylbutanoate